N-((3S,4R)-1-AMINO-4-METHYL-1,2-DIOXOHEXAN-3-YL)-3-METHYL-5-PHENYLISOXAZOLE-4-CARBOXAMIDE NC(C([C@H]([C@@H](CC)C)NC(=O)C=1C(=NOC1C1=CC=CC=C1)C)=O)=O